C(C=C)(=O)O.CN(C)CCCC=C(C(=O)N)C dimethylaminopropyl-methacrylamide acrylate